3-(1H-[1,2,3]triazolo[4,5-b]pyridin-5-yl)-5-(methylsulfonamido)benzoic acid N1N=NC2=NC(=CC=C21)C=2C=C(C(=O)O)C=C(C2)NS(=O)(=O)C